C(=O)(O)CN1C(=O)NC(=O)C=C1 1-(Carboxymethyl)uracil